C(C=C)(=O)[Ni].[Al] aluminum alloyl-nickel